gamma-propyl-acryloyloxypropyl-trimethoxysilane C(CC)C(CC[Si](OC)(OC)OC)OC(C=C)=O